(2r,4r)-4-((6-((1-(tert-butyl)-5-methyl-1H-pyrazol-3-yl)amino)-4-cyano-5-fluoropyridin-2-yl)methyl)-1-(3-chloro-2-fluorobenzyl)-2-methylpiperidine-4-carboxylic acid tert-butyl ester C(C)(C)(C)OC(=O)[C@]1(C[C@H](N(CC1)CC1=C(C(=CC=C1)Cl)F)C)CC1=NC(=C(C(=C1)C#N)F)NC1=NN(C(=C1)C)C(C)(C)C